5-(dimethylcarbamoyl)-2-methyl-pyrazol CN(C(=O)C=1C=CN(N1)C)C